[N+](=O)([O-])N[C@@H](CO)C(=O)O Nitroserine